ClCCOCC(=O)Cl 2-(2-chloroethoxy)acetyl chloride